aluminatert-butyl 1-oxo-1-(4-sulfamoylphenyl)-5,8,11-trioxa-2-azatetradecan-14-oate O=C(NCCOCCOCCOCCC(=O)OC[Al](C)C)C1=CC=C(C=C1)S(N)(=O)=O